(4E)-11,11-dibutyloxy-4-undecenyltrimethylphosphonium iodide [I-].C(CCC)OC(CCCCC/C=C/CCC[P+](C)(C)C)OCCCC